C(C)(C)[C@H]1[C@@H](C[C@@H](CC1)C)C(=O)N1C(=NC(=C1)C1=CC=C(C=C1)C)C1N(CCCC1)C(C(CC)C)=O 1-(2-(1-((1R,2S,5R)-2-isopropyl-5-methylcyclohexane-1-carbonyl)-4-(p-tolyl)-1H-imidazol-2-yl)piperidin-1-yl)-2-methylbutan-1-one